1-[2-tetrahydropyran-2-yloxy-4-(trifluoromethyl)phenyl]-3H-pyrido[3,4-d]pyridazin-4-one O1C(CCCC1)OC1=C(C=CC(=C1)C(F)(F)F)C=1C2=C(C(NN1)=O)C=NC=C2